C(C)C1=CC2=C(CCO[C@]23C[C@@H](N(CC3)CC3CN(C3)C(=O)OC)C)S1 methyl 3-[[(2'S,4R)-2-ethyl-2'-methyl-spiro[6,7-dihydrothieno[3,2-c]pyran-4,4'-piperidine]-1'-yl]methyl]azetidine-1-carboxylate